C1(CC1)S(=O)(=O)NC1=NC=CC(=N1)C1(CC1)NC(C1=C(C=C(C=C1)C1=NC(=CN=C1)OCC)F)=O N-(1-(2-(cyclopropanesulfonamido)pyrimidin-4-yl)cyclopropyl)-4-(6-ethoxypyrazin-2-yl)-2-fluorobenzamide